C(CC)OC(C=CC1=CC(=CC=C1)OC1=C(C=CC(=C1)OC)C(C)=O)=O 3-(2-acetyl-5-methoxyphenoxy)cinnamic acid propyl ester